NC1=NC=NN2C1=C(C=C2C=2C=C(C(=NC2)OC)C(=O)N[C@@H]2CN(C[C@@H]2F)C(C2=C(C(=CC=C2)F)Cl)=O)CN2CCC(CC2)(F)F 5-{4-amino-5-[(4,4-difluoropiperidin-1-yl)methyl]pyrrolo[2,1-f][1,2,4]triazin-7-yl}-N-[(3R,4S)-1-(2-chloro-3-fluorobenzoyl)-4-fluoropyrrolidin-3-yl]-2-methoxypyridine-3-carboxamide